C(C)(C)(C)C(CC(NN)=O)C(C)(C)C di-tert-butyl-diaza-propionone